3,3'-[1,2-ethanediylbis(oxy)]bis-propionitrile C(COCCC#N)OCCC#N